NC=1C=CC=C2C(=C(NC12)CN(C)C)C1NC(C2=CC=C(C=C12)O)=O 3-{7-amino-2-[(dimethylamino)methyl]-1H-indol-3-yl}-5-hydroxy-2,3-dihydro-1H-isoindol-1-one